6-(4-methylpiperazine-1-yl)-1H-indole-2-carboxylate CN1CCN(CC1)C1=CC=C2C=C(NC2=C1)C(=O)[O-]